6-chloro-N-{5-[6-ethoxy-5-(trifluoromethyl)pyridin-3-yl]-7-({[1-(ethoxymethyl)cyclopentyl]methyl}(methyl)amino)-1H-imidazo[4,5-b]pyridin-2-yl}pyridazine-3-carboxamide ClC1=CC=C(N=N1)C(=O)NC=1NC=2C(=NC(=CC2N(C)CC2(CCCC2)COCC)C=2C=NC(=C(C2)C(F)(F)F)OCC)N1